monomethyl naphthalate C1(=CC=CC2=CC=CC=C12)C(=O)OC